1-(5-bromo-3-fluoropyridin-2-yl)-3-((1r,3r)-3-methoxycyclobutyl)-4-(4-(trifluoromethyl)benzyl)piperazine-2,5-dione BrC=1C=C(C(=NC1)N1C(C(N(C(C1)=O)CC1=CC=C(C=C1)C(F)(F)F)C1CC(C1)OC)=O)F